(6-methyl-[2,2'-bipyridin]-3-yl)((1S,4S,6R)-6-((5-(trifluoromethyl)pyrazin-2-yl)amino)-2-azabicyclo[2.2.1]hept-2-yl)methanone CC1=CC=C(C(=N1)C1=NC=CC=C1)C(=O)N1[C@@H]2[C@@H](C[C@H](C1)C2)NC2=NC=C(N=C2)C(F)(F)F